N-[(1S)-1-[2-(5-chloropyrazin-2-yl)-5-cyclopropyl-1,2,4-triazol-3-yl]ethyl]carbamic acid tert-butyl ester C(C)(C)(C)OC(N[C@@H](C)C=1N(N=C(N1)C1CC1)C1=NC=C(N=C1)Cl)=O